6-(3-Bromo-1-(3-chloropyridin-2-yl)-1H-pyrazol-5-carboxamido)-N-(2-methoxyethyl)-5-methylpyrazolo[1,5-a]pyridin-7-carboxamid BrC1=NN(C(=C1)C(=O)NC=1C(=CC=2N(C1C(=O)NCCOC)N=CC2)C)C2=NC=CC=C2Cl